phenyl-tetradecyl-dimethyl-ammonium bromide [Br-].C1(=CC=CC=C1)[N+](C)(C)CCCCCCCCCCCCCC